BrC=1C=C(C2=CN(N=C2C1C)C(C(=O)[C@@H]1N(CCC1)C(=O)OC(C)(C)C)C(=O)OCC)C(F)F Tert-Butyl (2R)-2-[2-[6-bromo-4-(difluoromethyl)-7-methylindazol-2-yl]-3-ethoxy-3-oxopropanoyl]pyrrolidine-1-carboxylate